N,N,N',N'-tetra-2-ethylhexyldiglycolamide CCN(C(C(OCC(=O)N(CC)CC)CCCCCC)=O)CC